(4-chloro-2-hydroxyphenyl)-2-fluoro-4-methylbenzamide ClC1=CC(=C(C=C1)C=1C(=C(C(=O)N)C=CC1C)F)O